3-(1-Acryloylazetidin-3-yl)-7-amino-1-(4-(2-fluorophenoxy)phenyl)-1,5-dihydro-4H-pyrrolo[2,3-d]pyridazin-4-on C(C=C)(=O)N1CC(C1)C1=CN(C=2C(=NNC(C21)=O)N)C2=CC=C(C=C2)OC2=C(C=CC=C2)F